tert-butyl ((1r,3r)-3-(4-(2-(4-((2-propionylpyridin-5-yl)oxy)phenyl)propan-2-yl)phenoxy)cyclobutyl)carbamate C(CC)(=O)C1=NC=C(C=C1)OC1=CC=C(C=C1)C(C)(C)C1=CC=C(OC2CC(C2)NC(OC(C)(C)C)=O)C=C1